N-(4-(4-amino-1-methyl-7-(1-((R*)-1,2,2-trimethylpiperidin-4-yl)-1H-pyrazol-4-yl)-1H-pyrazolo[4,3-c]pyridin-3-yl)-2-((S)-1-(4-fluorophenyl)ethoxy)phenyl)-1,1-difluoromethanesulfonamide NC1=NC=C(C2=C1C(=NN2C)C2=CC(=C(C=C2)NS(=O)(=O)C(F)F)O[C@@H](C)C2=CC=C(C=C2)F)C=2C=NN(C2)[C@H]2CC(N(CC2)C)(C)C |o1:39|